1-((1-acetylpiperidin-3-yl)methyl)-4-chloro-N-(3-fluoro-5-(phenylethynyl)pyridin-2-yl)-1H-pyrazole-5-carboxamide C(C)(=O)N1CC(CCC1)CN1N=CC(=C1C(=O)NC1=NC=C(C=C1F)C#CC1=CC=CC=C1)Cl